FC(OC1=CC=C(C(=O)NCCN)C=C1)(F)F 4-trifluoromethoxy-N-(2-amino-ethyl)benzamide